C(C1=C(C=CC2=CC=C(C=C12)O)O)C1=C(C=CC2=CC=C(C=C12)O)O 1,1'-methylenebis(2,7-naphthalenediol)